(3S)-3-{4,5-difluoro-2',4',6'-trimethyl-[1,1'-biphenyl]-3-yl}-3-[(2S)-4-methyl-2-({1-[(1-methylazetidin-3-yl)methyl]-2-oxo-1,2-dihydropyridin-3-yl}formamido)pentanamido]propanoic acid FC1=C(C=C(C=C1F)C1=C(C=C(C=C1C)C)C)[C@H](CC(=O)O)NC([C@H](CC(C)C)NC(=O)C=1C(N(C=CC1)CC1CN(C1)C)=O)=O